4-hydroxybutyl acrylate [(4-hydroxylbutyl) acrylate] OCCCCC(C(=O)O)=C.C(C=C)(=O)OCCCCO